N-[(1,5-dimethyl-1H-pyrazol-4-yl)methyl]-4-(1H-pyrrolo[3,2-c]pyridin-4-yl)benzamide CN1N=CC(=C1C)CNC(C1=CC=C(C=C1)C1=NC=CC2=C1C=CN2)=O